[Si](C)(C)(C(C)(C)C)OC=1C=C2C=CC(=NC2=CC1)C 6-((tert-Butyldimethylsilyl)oxy)-2-methylquinoline